FC1C(C(NC=2C=NN(C2C=2C=C(C=C(CCC1)C2)F)C)=O)C 10,16-difluoro-3,9-dimethyl-3,4,7-triazatricyclo[12.3.1.02,6]Octadeca-1(18),2(6),4,14,16-pentaen-8-one